ClC1=C(C=CC=C1)NC(=O)C1=CC=C(C=C1)NC1=NC=NC=C1F 4-((4-((2-chlorophenyl)carbamoyl)phenyl)amino)-5-fluoropyrimidine